cis-tert-butyl N-[4-[7-chloro-3-(2-fluoro-6-methyl-phenyl)-2-oxo-4H-pyrido[4,3-d]pyrimidin-1-yl]cyclohexyl]-N-methyl-carbamate ClC1=CC=2N(C(N(CC2C=N1)C1=C(C=CC=C1C)F)=O)[C@H]1CC[C@H](CC1)N(C(OC(C)(C)C)=O)C